ONCC#CC1=CC=C(C=C1)C1=N[C@@H](C=2N(C3=C1C(=C(S3)C)C)C(=NN2)C)CC(=O)OC(C)(C)C tert-butyl (R)-2-(4-(4-(3-(hydroxyamino)prop-1-yn-1-yl)phenyl)-2,3,9-trimethyl-6H-thieno[3,2-f][1,2,4]triazolo[4,3-a][1,4]diazepin-6-yl)acetate